nonyl 3-((4-(decylamino)-4-iminobutyl)thio)propanoate C(CCCCCCCCC)NC(CCCSCCC(=O)OCCCCCCCCC)=N